CC(C#CC=1N=CC(=NC1)CO)(C)C [5-(3,3-dimethyl-1-butynyl)pyrazin-2-yl]methanol